C(CC)C1(CC(=CC=C1)CCC)OC 1,3-dipropylanisole